(S)-2-(5-(2-((2,3-dihydro-1H-inden-2-yl)amino)-6,7-dihydro-5H-cyclopenta[d]pyrimidin-7-yl)-1,3,4-oxadiazol-2-yl)-1-(3,4,6,7-tetrahydro-5H-[1,2,3]triazolo[4,5-c]pyridin-5-yl)ethan-1-one C1C(CC2=CC=CC=C12)NC=1N=CC2=C(N1)[C@H](CC2)C2=NN=C(O2)CC(=O)N2CC1=C(CC2)N=NN1